(3-(piperazin-1-yl)propyl)(5,6,7,8-tetrahydroquinolin-8-yl)carbamate N1(CCNCC1)CCCOC(NC1CCCC=2C=CC=NC12)=O